4,6-dinitro-o-sec-butyl-phenol [N+](=O)([O-])C1=CC(=C(C(=C1)[N+](=O)[O-])O)C(C)CC